FC1=C(OC2=CC=C(C=C2)C2=NN(C3=NC=NC(=C32)N)C3CCC(CC3)N3CCNCC3)C=CC=C1OC 3-(4-(2-Fluoro-3-methoxyphenoxy)phenyl)-1-(4-(piperazin-1-yl)cyclohexyl)-1H-pyrazolo[3,4-d]pyrimidin-4-amine